FC=1C(=CC=C2C(=CNC12)C([C@H](C1=CC=CC=C1)NCCC1=CC=C(C#N)C=C1)=O)C=1C=NN(C1)C |r| (S)- and (R)-4-(2-((2-(7-fluoro-6-(1-methyl-1H-pyrazol-4-yl)-1H-indol-3-yl)-2-oxo-1-phenylethyl)amino)ethyl)benzonitrile